2-((4,5-dihydro-1H-imidazol-2-yl)methyl)-7-fluoro-1-((1s,4s)-4-isopropylcyclohexyl)-1,2-dihydro-3H-spiro[isoquinoline-4,4-piperidin]-3-one N1C(=NCC1)CN1C(C2=CC(=CC=C2C2(CCNCC2)C1=O)F)C1CCC(CC1)C(C)C